6-((S)-1-((S)-3-fluoropyrrolidin-1-yl)ethyl)-2-(3-(3-((4-methyl-4H-1,2,4-triazol-3-yl)methyl)oxetan-3-yl)phenyl)-4-(trifluoromethyl)isoindolin-1-one F[C@@H]1CN(CC1)[C@@H](C)C1=CC(=C2CN(C(C2=C1)=O)C1=CC(=CC=C1)C1(COC1)CC1=NN=CN1C)C(F)(F)F